COC([C@H](CC)NC([C@@H](CCCC1=CC=CC=C1)N)=O)=O (S)-2-((R)-2-amino-N-benzylbutyrylamino)butanoic acid methyl ester